tert-Butyl 3-[(3-methylphenyl)ethynyl]-5,6-dihydroimidazo[1,2-a]pyrazine-7(8H)-carboxylate CC=1C=C(C=CC1)C#CC1=CN=C2N1CCN(C2)C(=O)OC(C)(C)C